2-(1H-imidazole-2-yl)aniline N1C(=NC=C1)C1=C(N)C=CC=C1